m-xylene C1(=CC(=CC=C1)C)C